C(=O)O.CC(COC1=C(C=CC=C1)C1CCN(CC1)[C@H]1CC2(CN(C2)C=2C(=NC=NC2)C)CC1)(C)O (R)-2-methyl-1-(2-(1-(2-(4-methylpyrimidin-5-yl)-2-azaspiro[3.4]octan-6-yl)piperidin-4-yl)phenoxy)propan-2-ol formate salt